N[C@@H]1CN(CCC1)C1=CC(=NC=C1C=1C=NN(C1)C(F)F)NC1=NC(=NC=C1)C1=C(C=C(C(=O)OC)C=C1OC)F methyl (S)-4-(4-((4-(3-aminopiperidin-1-yl)-5-(1-(difluoromethyl)-1H-pyrazol-4-yl)pyridin-2-yl)amino)pyrimidin-2-yl)-3-fluoro-5-methoxybenzoate